1-methoxy-4-(prop-1-en-2-yl)benzene COC1=CC=C(C=C1)C(=C)C